FC=1C=C(OCCN2CCC3(CS(C3)(=O)=O)CC2)C=CC1C(F)(F)F 7-(2-(3-Fluoro-4-(trifluoromethyl)phenoxy)ethyl)-2-thia-7-azaspiro[3.5]nonane 2,2-dioxide